4-(difluoromethylene)piperidine FC(=C1CCNCC1)F